5-(difluoromethyl)-1,3,4-thiadiazole-2-amine FC(C1=NN=C(S1)N)F